2,4-Bis{4-[(5-amino-5-(methoxycarbonyl)pentyl)aminomethyl]phenyl}-7-methyl-7H-pyrrolo[2,3-d]pyrimidine NC(CCCCNCC1=CC=C(C=C1)C=1N=C(C2=C(N1)N(C=C2)C)C2=CC=C(C=C2)CNCCCCC(N)C(=O)OC)C(=O)OC